NC1CCN(CC1)C1=NC(=C2N=CN(C2=N1)C(C)C)NCC=1C(=NC=CC1)N1CCC(CC1)N(C)C 2-(4-aminopiperidin-1-yl)-N-((2-(4-(dimethylamino)piperidin-1-yl)pyridin-3-yl)methyl)-9-isopropyl-9H-purin-6-amine